5-allyl-2-bromobenzofuran-6-ol C(C=C)C=1C(=CC2=C(C=C(O2)Br)C1)O